[Br-].S1C=CC=C1.S1C=CC=C1 bisthiophene bromide